N-(2-propyl-4-(trifluoromethoxy)phenyl)quinolin-2-amine C(CC)C1=C(C=CC(=C1)OC(F)(F)F)NC1=NC2=CC=CC=C2C=C1